BrC1=C2C=CNC2=CC=C1Cl 4-bromo-5-chloro-1H-indole